O=C1NC(NC1)=O oxoimidazolidinone